(1-(4-chlorobenzyl)-3-isobutyryl-5-isopropyl-1H-indol-2-yl)-2,2-dimethylpropionic acid ClC1=CC=C(CN2C(=C(C3=CC(=CC=C23)C(C)C)C(C(C)C)=O)CC(C(=O)O)(C)C)C=C1